C(C)/C=1/C(=O)OC(\C1\C)=O 2-ethyl-3-methylmaleic anhydride